2-(4-(((5-fluoro-6-((2-methoxyethyl)(4-(trifluoromethyl)benzyl)amino)pyrimidin-4-yl)amino)methyl)-3-hydroxypiperidin-1-yl)acetamide FC=1C(=NC=NC1N(CC1=CC=C(C=C1)C(F)(F)F)CCOC)NCC1C(CN(CC1)CC(=O)N)O